O1C(COC2=NC=CC=C21)COC2=NC(N1C(C3=CC=C(C=C3CC1)C=1CCOCC1)=C2)=O 2-(2,3-Dihydro-[1,4]dioxino[2,3-b]pyridin-2-ylmethoxy)-9-(3,6-dihydro-2H-pyran-4-yl)-6,7-dihydro-pyrimido[6,1-a]isoquinolin-4-one